[Si](C)(C)(C(C)(C)C)OC1=C(C=C(C=C1)CO)C1OCCO1 4-[(tert-butyldimethylsilyl)oxy]-3-(1,3-dioxolan-2-yl)phenylmethanol